(7R)-N-(3,3-diphenylpropyl)-7-isopropyl-4,8-dioxo-9-phenethyl-octahydropyrimido[1,2-a][1,4]diazepine-1(2H)-carboxamide C1(=CC=CC=C1)C(CCNC(=O)N1CCC(N2C1CN(C([C@@H](C2)C(C)C)=O)CCC2=CC=CC=C2)=O)C2=CC=CC=C2